NCC(=O)C1=CC(=CC=C1)Br 2-amino-1-(3-bromophenyl)ethan-1-one